Methyl-12-((2-(1-(N-(2-(dinonylamino)ethyl)-N-nonylglycyl)pyrrolidin-3-yl)ethyl)(tetradecyl)amino)dodecanoate COC(CCCCCCCCCCCN(CCCCCCCCCCCCCC)CCC1CN(CC1)C(CN(CCCCCCCCC)CCN(CCCCCCCCC)CCCCCCCCC)=O)=O